OC1(CC(C1)N1C=C(C2=C1N=NC(=C2)C2=C(C=1CCCC1C=C2C)O)C)C 5-[7-(cis-3-hydroxy-3-methylcyclobutyl)-5-methyl-7H-pyrrolo[2,3-c]pyridazin-3-yl]-6-methyl-2,3-dihydro-1H-inden-4-ol